NC=1C=CC(=C(C(=O)OC)C1)N1N=C(C=C1)CC(F)(F)F Methyl 5-amino-2-[3-(2,2,2-trifluoroethyl)-1H-pyrazol-1-yl]benzoate